COC(C)OC Dimethyloxyethane